N-(1-amino-4b-hydroxy-7-isopropyl-10-oxo-4b,10-dihydro-9bH-indeno[1,2-b]benzofuran-9b-yl)acetamide NC1=C2C(C3(C(OC4=C3C=CC(=C4)C(C)C)(C2=CC=C1)O)NC(C)=O)=O